FC1(CC2C(C2C1)C(=O)NC1=CC(=C(C=C1)C)C=1N=NC=CC1)F cis-3,3-difluoro-N-(4-methyl-3-pyridazin-3-ylphenyl)bicyclo[3.1.0]hexane-6-carboxamide